Chromium(VI) Carbonate C([O-])([O-])=O.[Cr+6].C([O-])([O-])=O.C([O-])([O-])=O